FC(OC1=CC=C(C=C1)N1N=C(C=C1C(F)(F)F)C1CCN(CC1)CCN1CCOCC1)(F)F 4-[2-[4-[1-[4-(trifluoromethoxy)phenyl]-5-(trifluoromethyl)pyrazol-3-yl]-1-piperidyl]ethyl]morpholine